COC1=C(C=CC(=C1OC)OC)C(C=CC1=NC=CC=C1)=O (2,3,4-trimethoxyphenyl)-3-(pyridin-2-yl)-2-propen-1-one